CN1CCN(CC1)CCN1CCN(C2=CC=CC=C12)C1=NC=CC=C1 2-(4-methylpiperazin-1-yl)-1-(4-(pyridin-2-yl)-3,4-dihydroquinoxalin-1(2H)-yl)ethane